(S)-1-(3-(6-chloro-7-fluoro-3-(1H-imidazol-1-yl)-5-methoxy-1-methyl-1H-indol-2-yl)-1H-1,2,4-triazol-5-yl)-N,N-dimethylethan-1-amine ClC1=C(C=C2C(=C(N(C2=C1F)C)C1=NNC(=N1)[C@H](C)N(C)C)N1C=NC=C1)OC